CC1=CN=C(N1CC1=C(C=CC=C1)O)C=1C=NC(=CC1)C(F)(F)F 2-((5-methyl-2-(6-(trifluoromethyl)pyridin-3-yl)-1H-imidazol-1-yl)methyl)phenol